2-((2R,3S,4S,5R)-5-(2-Acetamido-6,8-dioxo-7-(prop-2-yn-1-yl)-1,6,7,8-tetrahydro-9H-purin-9-yl)-4-acetoxy-3-fluorotetrahydrofuran-2-yl)propan-2-yl 2,2,2-trifluoroacetate FC(C(=O)OC(C)(C)[C@H]1O[C@H]([C@@H]([C@H]1F)OC(C)=O)N1C=2N=C(NC(C2N(C1=O)CC#C)=O)NC(C)=O)(F)F